FC(C1=NC=C(C(=C1NC(/C(=C/C1=CC=C2C=NNC2=C1F)/F)=O)C)F)F (2Z)-N-[2-(difluoromethyl)-5-fluoro-4-methylpyridin-3-yl]-2-fluoro-3-(7-fluoro-1H-indazol-6-yl)prop-2-enamide